(4-formylphenyl)nicotinamide C(=O)C1=CC=C(C=C1)C1=C(C(=O)N)C=CC=N1